ClC1=CC=C(C=C1)C1=CC=CC=2OC3=C(C21)C=CC=C3 1-(4-chlorophenyl)dibenzo[b,d]furan